(R)-5-methyl-N-(1-(naphthalen-1-yl)ethyl)-1H-indole-4-carboxamide CC1=C(C=2C=CNC2C=C1)C(=O)N[C@H](C)C1=CC=CC2=CC=CC=C12